2-fluoro-4-methyl-pyridin-3-amine FC1=NC=CC(=C1N)C